N-(2,3-Dimethylphenyl)maleimide CC1=C(C=CC=C1C)N1C(C=CC1=O)=O